5-(5-(1-isobutylpiperidin-4-yl)-3-isopropyl-1H-indol-2-yl)-1,3-dimethylpyridin-2(1H)-one C(C(C)C)N1CCC(CC1)C=1C=C2C(=C(NC2=CC1)C=1C=C(C(N(C1)C)=O)C)C(C)C